(S)-2-chloro-4-((3-methylpiperidin-1-yl)methyl)-6-(trifluoromethyl)pyridine ClC1=NC(=CC(=C1)CN1C[C@H](CCC1)C)C(F)(F)F